BrC=1C=C(C(=NC1)N1CCN(CC1)C)NS(=O)(=O)C1CC1 N-(5-Bromo-2-(4-methylpiperazin-1-yl)pyridin-3-yl)cyclopropane-sulfonamide